(1S,2S)-N-(2-(4,6-dimethoxypyrimidin-5-yl)-1-methyl-1H-pyrrolo[2,3-c]pyridin-5-yl)-2-((4-methylpiperazin-1-yl)methyl)cyclopropane-1-carboxamide COC1=NC=NC(=C1C1=CC=2C(=CN=C(C2)NC(=O)[C@@H]2[C@H](C2)CN2CCN(CC2)C)N1C)OC